N,N'-bis(1-naphthyl)benzidine C1(=CC=CC2=CC=CC=C12)NC1=CC=C(C=C1)C1=CC=C(NC2=CC=CC3=CC=CC=C23)C=C1